OC1=CC=C(C=C1)C1=CC=C(OCOC2=CC=C(C=C2)/C=C/C(=O)C2=CC=CC=C2)C=C1 (E)-3-[4-[[4-(4-Hydroxyphenyl)phenoxy]methoxy]phenyl]-1-phenylprop-2-en-1-one